(2S,3R)-2-amino-3-(((S)-2-aminopropanamido)methyl)-6-boronohexanoic acid N[C@H](C(=O)O)[C@H](CCCB(O)O)CNC([C@H](C)N)=O